ClC1=C(C=C(OCC(=O)NC23CC(C2)(C3)NCC(=O)C3=CC(=C(C=C3)Cl)F)C=C1)F 2-(4-chloro-3-fluorophenoxy)-N-(3-{[2-(4-chloro-3-fluorophenyl)-2-oxoethyl]amino}bicyclo[1.1.1]pentan-1-yl)acetamide